4-(2-(difluoromethoxy)prop-2-yl)picolinic acid FC(OC(C)(C)C1=CC(=NC=C1)C(=O)O)F